lanthanum bis(trimethylsilyl)amide C[Si](C)(C)[N-][Si](C)(C)C.[La+3].C[Si](C)(C)[N-][Si](C)(C)C.C[Si](C)(C)[N-][Si](C)(C)C